Cl.ClC1=C(C2=C(OC3=C2N=CN=C3NC3CCCC3)N=C1C)C 8-chloro-N-cyclopentyl-7,9-dimethyl-pyrido[3',2':4,5]furo[3,2-d]pyrimidin-4-amine hydrochloride